O=S1(OC[C@@H]2N1CCN(C2)C(=O)OC(C)(C)C)=O tert-butyl (3aR)-1,1-dioxo-3a,4,6,7-tetrahydro-3H-oxathiazolo[3,4-a]pyrazine-5-carboxylate